FC1=C(C=C(C=C1)NC(=O)[C@H]1[C@H]([C@H]2CC[C@@H]1O2)NC(OC(C)(C)C)=O)C(F)(F)F tert-Butyl ((1R,2R,3S,4S)-3-((4-fluoro-3-(trifluoromethyl)phenyl)carbamoyl)-7-oxabicyclo[2.2.1]heptan-2-yl)carbamate